methyl (2-(3-(5-(((S)-1-cyclopropylethyl)carbamoyl)-4H-1,2,4-triazol-3-yl)phenyl)oxazole-5-carbonyl)-L-leucinate C1(CC1)[C@H](C)NC(=O)C=1NC(=NN1)C=1C=C(C=CC1)C=1OC(=CN1)C(=O)N[C@@H](CC(C)C)C(=O)OC